OC1=C(C=C(C=C1)C)N1N=NC2=C1C=CC=C2 3-(2'-hydroxy-5'-methylphenyl)benzotriazole